quinolin-8-yl acrylate C(C=C)(=O)OC=1C=CC=C2C=CC=NC12